C1(CCCC1)OC1=NC=CC=C1C1=CC=C(C=C1)S 4-[2-(cyclopentyloxy)-3-pyridinyl]benzenethiol